FC=1C(=C(C=CC1F)[C@H]1[C@@H](OC2(COC2)C1)C(=O)O)OC (6R,7S)-7-(3,4-difluoro-2-methoxyphenyl)-2,5-dioxaspiro[3.4]octane-6-carboxylic acid